C(C(C(=O)O)C(=O)O)C(C(=O)O)C(=O)O (methylene)-bis(malonic acid)